FC(OC1=CC=CC=2C(N([C@H]3C=4N([C@@H](C21)C3)C3=C(N4)C=CC(=C3)C#C[C@@H](C)NCC)C([2H])([2H])[2H])=O)F (7R,14R)-1-(difluoromethoxy)-11-((R)-3-(ethylamino)but-1-yn-1-yl)-6-(methyl-d3)-6,7-dihydro-7,14-methanobenzo[f]benzo[4,5]imidazo[1,2-a][1,4]diazocin-5(14H)-one